C(C=C)(=O)OCCC[Si](OC(C)C)(C)C acryloyloxypropyldimethyl-monoisopropoxysilane